[C@H]12CN(C[C@H](CC1)N2)C2=NC(=NC1=C(C(=CC=C21)C2=CC(=CC1=CC=CC=C21)O)F)OC2CCC(CC2)O 4-(4-((1R,5S)-3,8-diazabicyclo[3.2.1]octan-3-yl)-8-fluoro-2-((4-hydroxycyclohexyl)oxy)quinazolin-7-yl)naphthalen-2-ol